Br/C=1/C(=O)OC(\C1\Br)=O 2,3-dibromomaleic anhydride